tert-butyl 4-(3-((tert-butyldimethylsilyl)oxy)-4-methoxyphenyl)-1,2-dimethyl-1H-imidazole-5-carboxylate [Si](C)(C)(C(C)(C)C)OC=1C=C(C=CC1OC)C=1N=C(N(C1C(=O)OC(C)(C)C)C)C